C(C1=CC=CC=C1)OCC1CNCCO1 2-((benzyloxy)methyl)morpholine